ClC1=CC2=C(N(C([C@@H](N=C2C2=CC=CC=C2)C2CCCC2)=O)CCC(=O)O)C=C1 (S)-3-(7-chloro-3-cyclopentyl-2-oxo-5-phenyl-2,3-dihydro-1H-benzo[e][1,4]diazepin-1-yl)propanoic acid